4-[[3-(2,3-difluoro-4-methoxyphenyl)imidazo[1,2-a]pyrazin-8-yl]amino]-2-ethyl-N-(oxetan-3-ylmethyl)benzamide FC1=C(C=CC(=C1F)OC)C1=CN=C2N1C=CN=C2NC2=CC(=C(C(=O)NCC1COC1)C=C2)CC